4-Amino-1-(2-deoxy-2,2-difluoro-β-D-erythro-pentofuranosyl)pyrimidin-2(1H)-one NC1=NC(N(C=C1)[C@H]1C([C@H](O)[C@H](O1)CO)(F)F)=O